CN(CCN(CCO)C)C N,N,N'-trimethyl-N'-(hydroxyethyl)-ethylenediamine